(S)-tert-butyl 2-(cyanomethyl)-4-(2-formyl-7-(naphthalen-1-yl)-6,7-dihydro-5H-pyrano[2,3-d]pyrimidin-4-yl)piperazine-1-carboxylate C(#N)C[C@@H]1N(CCN(C1)C=1C2=C(N=C(N1)C=O)OC(CC2)C2=CC=CC1=CC=CC=C21)C(=O)OC(C)(C)C